FC1(CCN(CCC1)C1=NC2=CC=CN=C2C=C1C(=O)NC1=CC(=CC=C1)S(N)(=O)=O)F 2-(4,4-difluoroazepan-1-yl)-N-(3-sulfamoylphenyl)-1,5-naphthyridine-3-carboxamide